methyl-(4-(1-(1-cyclopentyl-3-oxopropyl)-1H-pyrazol-4-yl)-7H-pyrrolo[2,3-d]pyrimidine-7-yl) pivalate C(C(C)(C)C)(=O)ON1C=CC2=C1N=C(N=C2C=2C=NN(C2)C(CC=O)C2CCCC2)C